2-amino-N-(1-(8-((1-methyl-1H-pyrazol-4-yl)ethynyl)-1-oxo-2-phenyl-1,2-dihydro-2,6-naphthyridin-3-yl)ethyl)pyrazolo[1,5-a]pyrimidine-3-carboxamide NC1=NN2C(N=CC=C2)=C1C(=O)NC(C)C=1N(C(C2=C(C=NC=C2C1)C#CC=1C=NN(C1)C)=O)C1=CC=CC=C1